FC1(C2OCC(OC12)COC1=CC=C(C=C1)C=1C=C(C(NC1C(F)(F)F)=O)C(=O)N)F 5-(4-((cis-7,7-difluoro-2,5-dioxabicyclo[4.1.0]heptan-3-yl)methoxy)phenyl)-2-oxo-6-(trifluoromethyl)-1,2-dihydropyridine-3-carboxamide